N=1N=CN2C1C=CC(=C2)C(CC(=O)O)N2N=CC1=CC(=CC=C21)OCCC2=NC=1NCCCC1C=C2 3-([1,2,4]triazolo[4,3-a]pyridin-6-yl)-3-(5-(2-(5,6,7,8-tetrahydro-1,8-naphthyridin-2-yl)ethoxy)-1H-indazol-1-yl)propionic acid